3-sulfanyl-(sulfanyl)propionic acid [3-(3-sulfanyl propionyloxy)-2,2-bis(3-sulfanyl propionyloxymethyl) propyl] ester SCCC(=O)OCC(COC(C(CS)S)=O)(COC(CCS)=O)COC(CCS)=O